C(C)C=1C(NC2=CC(=CN=C2C1)CN1CCN(CC1)C1=NC=C(C=C1)C1=CC=NN1C)=O 3-ethyl-7-((4-(5-(1-methyl-1H-pyrazol-5-yl)pyridin-2-yl)piperazin-1-yl)methyl)-1,5-naphthyridin-2(1H)-one